Z,E-9,11-tetradecadienal C(CCCCCCC\C=C/C=C/CC)=O